CC=1C(=C(C=CC1)C(=O)N1[C@@H]2[C@@H](C[C@H](C1)C2)NC2=NC=C(N=C2)C(F)(F)F)N2N=CC=N2 (3-methyl-2-(2H-1,2,3-triazol-2-yl)phenyl)((1S,4S,6R)-6-((5-(trifluoromethyl)pyrazin-2-yl)amino)-2-azabicyclo[2.2.1]heptan-2-yl)methanone